nicotine azelaic acid salt C(CCCCCCCC(=O)O)(=O)O.N1=CC=CC(=C1)C1N(C)CCC1